OCCN1C=C(C=C(C1=O)C)C=1NC2=CC=C(C=C2C1C(C)C)C1CCN(CC1)CC(=O)N(C)C 2-(4-(2-(1-(2-hydroxyethyl)-5-methyl-6-oxo-1,6-dihydropyridin-3-yl)-3-isopropyl-1H-indol-5-yl)piperidin-1-yl)-N,N-dimethylacetamide